(E)-1-(3-(3-methyl-1,2,4-oxadiazol-5-yl)acryloyl)-1,5,6,7-tetrahydro-2H-azepin-2-one CC1=NOC(=N1)C=CC(=O)N1C(\C=C\CCC1)=O